benzyl 4-[[1-[[3-[4-(1-hydroxy-1-methyl-ethyl)-2-(6-methyl-7-oxo-1H-pyrrolo[2,3-c]pyridin-4-yl)phenoxy]cyclobutyl]methyl]azetidin-3-yl]methyl]piperidine-1-carboxylate OC(C)(C)C1=CC(=C(OC2CC(C2)CN2CC(C2)CC2CCN(CC2)C(=O)OCC2=CC=CC=C2)C=C1)C=1C2=C(C(N(C1)C)=O)NC=C2